tetra-aminoplatinum dichloride N[Pt](N)(N)(N)(Cl)Cl